COC1=CC=C(C=C1)C(OC[C@]12O[C@H]([C@H](N(C1)C1=NOC(=N1)C)[C@@H]2O)N2C(NC(C(=C2)C)=O)=O)(C2=CC=CC=C2)C2=CC=C(C=C2)OC 1-[(1R,3R,4R,7S)-1-[[bis(4-methoxyphenyl)-phenylmethoxy]methyl]-7-hydroxy-5-(5-methyl-1,2,4-oxadiazol-3-yl)-2-oxa-5-azabicyclo[2.2.1]heptan-3-yl]-5-methyl-pyrimidine-2,4-dione